FC1=C(C=CC(=C1F)OC)C1=CN=C2N1C=CN=C2NC2=CC(=C(C(=O)NCCCNC(=O)C1CCNCC1)C=C2)CC N-(3-(4-((3-(2,3-difluoro-4-methoxyphenyl)imidazo[1,2-a]pyrazin-8-yl)amino)-2-ethylbenzamido)propyl)piperidine-4-carboxamide